N-{(6R)-2-[6-chloro-4-(2,4,6-trifluorophenyl)-1,2-benzoxazol-3-yl]-7,7-difluoro-3-oxo-2,5,6,7-tetrahydro-3H-pyrrolo[1,2-c]imidazol-6-yl}ethanesulfonamide ClC1=CC2=C(C(=NO2)N2C(N3C(=C2)C([C@@H](C3)NS(=O)(=O)CC)(F)F)=O)C(=C1)C1=C(C=C(C=C1F)F)F